7-ethyl-4-hydroxy-1-(2-methylpyridin-3-yl)-1,8-naphthyridin C(C)C1=CC=C2C(=CCN(C2=N1)C=1C(=NC=CC1)C)O